O=S1(N(CCCC1)C1CCN(CC1)C=1C=CC(=C2C=C(N=CC12)NC1=NC(=NC=C1)N1C[C@@H]([C@@H](CC1)OC)F)[C@H]1N(CCC1)C(C=C)=O)=O 1-((S)-2-(8-(4-(1,1-dioxido-1,2-thiazinan-2-yl)piperidin-1-yl)-3-((2-((3S,4R)-3-fluoro-4-methoxypiperidin-1-yl)pyrimidin-4-yl)amino)isoquinolin-5-yl)pyrrolidin-1-yl)prop-2-en-1-one